CC(=O)N[C@@H]1[C@H]([C@H]([C@H](O[C@H]1O[C@H]2[C@H]([C@H](O[C@@H]([C@@H]2O)O[C@H]3[C@H](O[C@H]([C@@H]([C@H]3O)O)O[C@@H]4[C@H](OC([C@@H]([C@H]4O)O)O)CO)CO)CO)O)CO)O)O The molecule is a linear amino tetrasaccharide consisting of D-glucose at the reducing end having an N-acetyl-beta-D-galactosaminyl-(1->3)-alpha-D-galactosyl-(1->4)-beta-D-galactosyl moiety attached at the 4-position. It is an amino tetrasaccharide and a galactosamine oligosaccharide.